C(C)(C)(C)OC(=O)NC(=NC(OC(C)(C)C)=O)NCCCCC(OCC(CO)O)=O 6-((tert-Butoxycarbonyl)amino)-2,2-dimethyl-4,12-dioxo-3,13-dioxa-5,7-diazahexadec-5-en-15,16-diol